D-Homoleucine N[C@H](CCC(C)C)C(=O)O